2-[4-(4-fluorophenyl)-2-(propan-2-yl)-5-(pyridin-4-yl)-1H-imidazol-1-yl]-1-(piperazin-1-yl)ethan-1-one FC1=CC=C(C=C1)C=1N=C(N(C1C1=CC=NC=C1)CC(=O)N1CCNCC1)C(C)C